NC1N(C(C2=CC=CC(=C12)C=1C=NN2C1C=CC(=C2)C)=O)C(=O)OC=2C=CC=1N(CCCCC1N2)C (5-methyl-6,7,8,9-tetrahydro-5H-pyrido[3,2-b]azepin-2-yl) amino-4-(6-methylpyrazolo[1,5-a]pyridin-3-yl)-1-oxoisoindoline-2-carboxylate